N-[2-(2-fluorophenyl)ethyl]-2-[1-[(4-methylphenyl)methyl]-5-oxopyrrolidin-2-yl]acetamid FC1=C(C=CC=C1)CCNC(CC1N(C(CC1)=O)CC1=CC=C(C=C1)C)=O